(1-Phenyl-1H-pyrazole-3,4-diyl)bis((4-fluorophenyl)methanone) C1(=CC=CC=C1)N1N=C(C(=C1)C(=O)C1=CC=C(C=C1)F)C(=O)C1=CC=C(C=C1)F